O1C=C(C2=C1C=CC=C2)C[C@H](NC(CC(=O)NCC2=CC(=CC=C2)OC)=O)B(O)O (R)-(2-(benzofuran-3-yl)-1-(3-((3-methoxybenzyl)amino)-3-oxopropanamido)ethyl)boronic acid